N-((R)-1-(3-(trifluoromethyl)-2-fluorophenyl)ethyl)-2-methyl-6-(tetrahydrofuran-3-yl)-7,8-Dihydro-6H-[1,4]oxazino[3,2-g]quinazolin-4-amine FC(C=1C(=C(C=CC1)[C@@H](C)NC1=NC(=NC2=CC3=C(C=C12)N(CCO3)C3COCC3)C)F)(F)F